OCC=1C=NC=C(C#N)C1 5-(hydroxymethyl)nicotinonitrile